2-[(4,6-dichloro-3-methyl-pyrazolo[3,4-d]pyrimidin-1-yl)methoxy]ethyl-trimethyl-silane ClC1=C2C(=NC(=N1)Cl)N(N=C2C)COCC[Si](C)(C)C